4-[[(1R)-inden-1-yl]amino]-N-methyl-3-(1-methylimidazol-4-yl)benzenesulfonamide [C@H]1(C=CC2=CC=CC=C12)NC1=C(C=C(C=C1)S(=O)(=O)NC)C=1N=CN(C1)C